FC(CC1(N(CC1)CCCCCCCC(=O)N(CCCCCCCCCC)CCCCCCCCCC)CCCCCCCC(=O)N(CCCCCCCCCC)CCCCCCCCCC)(CO)F 8,8'-((2,2-Difluoro-3-hydroxypropyl)azetidinediyl)bis(N,N-didecyl-octanoamide)